(S)-2-((tert-Butoxycarbonyl)amino)-3-(3,5-diiodo-4-methoxyphenyl)propionic acid methyl ester COC([C@H](CC1=CC(=C(C(=C1)I)OC)I)NC(=O)OC(C)(C)C)=O